3-glycidoxypropylmethyldiethoxy-silane C(C1CO1)OCCC[Si](OCC)(OCC)C